4-fluoro-N-(2-hydroxy-5-(3-(4-(2-(4-(trifluoromethoxy)phenoxy)ethyl)phenyl)ureido)phenyl)benzenesulfonamide FC1=CC=C(C=C1)S(=O)(=O)NC1=C(C=CC(=C1)NC(=O)NC1=CC=C(C=C1)CCOC1=CC=C(C=C1)OC(F)(F)F)O